N,N'-bis-(4-aminophenyl)-1,3-diamino-propan-2-ol NC1=CC=C(C=C1)NCC(CNC1=CC=C(C=C1)N)O